1-tert-butoxycarbonyl-4-[(2,4-difluorophenyl)methyl]piperidine-4-carboxylic acid C(C)(C)(C)OC(=O)N1CCC(CC1)(C(=O)O)CC1=C(C=C(C=C1)F)F